OC1=NC=CC=C1.[La] lanthanum 2-hydroxypyridine